N1(CCCCC1)C(=O)OC(C=C(C)C)C1=CC(OC2=CC(=CC=C12)N(CC)CC)=O 1-(7-(diethylamino)-2-oxo-2H-chromen-4-yl)-3-methylbut-2-en-1-yl piperidine-1-carboxylate